pentanetriene C=C=C=CC